C(CCC)OC1=CC=C(C=C1)S(=O)(=O)C=1C=NC2=CC=C(C=C2C1N1CCN(CCC1)C)C(=O)N(CC)CC 3-((4-butoxyphenyl)sulfonyl)-N,N-diethyl-4-(4-methyl-1,4-diazepan-1-yl)quinoline-6-carboxamide